7-(4,4,5,5-tetramethyl-1,3,2-Dioxaborolan-2-yl)-2,3-dihydro-1H-inden-4-amine CC1(OB(OC1(C)C)C1=CC=C(C=2CCCC12)N)C